C(#N)C1=C(SC2=C1C(=NC=C2F)C=2C1=C(C=3C=NC(=NC3C2F)N2CC(C(C2)N2CCOCCC2)O)COC1)NC(OC(C)(C)C)=O tert-Butyl (3-cyano-7-fluoro-4-(5-fluoro-3-(3-hydroxy-4-(1,4-oxazepan-4-yl)pyrrolidin-1-yl)-7,9-dihydrofuro[3,4-f]quinazolin-6-yl)thieno[3,2-c]pyridin-2-yl)carbamate